N1=NC(=CC=C1)C(=O)N1CCC2(C(C2)CNC(=O)C2=CC=3C(=CN=CC3)O2)CC1 N-[[6-(pyridazine-3-carbonyl)-6-azaspiro[2.5]octan-2-yl]methyl]furo[2,3-c]pyridine-2-carboxamide